ClC1=CC=CC=2C=C(OC21)C(=O)N(C)C2=CC=C(C=C2)F 7-chloro-N-(4-fluorophenyl)-N-methyl-1-benzofuran-2-carboxamide